C(C)(C)(C)OC(=O)N1CC(C1)N1N=CC=C1N(C(C1=C(C(=CC(=C1)C)Br)I)=O)C 3-(5-(3-bromo-2-iodo-N,5-dimethylbenzamido)-1H-pyrazol-1-yl)azetidine-1-carboxylic acid tert-butyl ester